(2R,3S,4S)-4-hydroxy-2-[(4-methoxyphenyl)methyl]pyrrolidin-3-yl N-{[4-(azetidin-3-yl)phenyl]methyl}carbamate N1CC(C1)C1=CC=C(C=C1)CNC(O[C@H]1[C@H](NC[C@@H]1O)CC1=CC=C(C=C1)OC)=O